N-(5-cyano-4-((2-(methylthio)ethyl)amino)pyridin-2-yl)-7-formyl-6-((N-methyltetrahydrofuran-3-carboxamido)methyl)-3,4-dihydro-1,8-naphthyridine-1(2H)-carboxamide hydrochloride Cl.C(#N)C=1C(=CC(=NC1)NC(=O)N1CCCC2=CC(=C(N=C12)C=O)CN(C(=O)C1COCC1)C)NCCSC